1,1'-[1,4-phenylenebis(methylene)]bis(3,5-dicarboxypyridine) C1(=CC=C(C=C1)CN1CC(=CC(=C1)C(=O)O)C(=O)O)CN1CC(=CC(=C1)C(=O)O)C(=O)O